1-((3S,5R)-5-(methoxymethyl)pyrrolidin-3-yl)-3-((1-methyl-1H-benzo[d]imidazol-5-yl)ethynyl)-1H-pyrazolo[4,3-c]pyridin-4-amine COC[C@H]1C[C@@H](CN1)N1N=C(C=2C(=NC=CC21)N)C#CC2=CC1=C(N(C=N1)C)C=C2